O=C1NSC(=C1)C(=O)N 2,3-DIHYDRO-3-OXO-5-ISOTHIAZOLECARBOXAMIDE